1-(METHYLSULFONYL)-PYRROL-3-YLBORONIC ACID CS(=O)(=O)N1C=C(C=C1)B(O)O